N-(4-((4,4-difluorocyclohexyl)methoxy)-3-fluorophenyl)methanesulfonamide FC1(CCC(CC1)COC1=C(C=C(C=C1)NS(=O)(=O)C)F)F